COC=1C(=CC(=C(C(=O)O)C1)[N+](=O)[O-])NC(C(F)(F)F)=O 5-methoxy-2-nitro-4-(trifluoroacetamido)benzoic acid